C(C)(C)(C)OC(=O)N1CCN(CC1)C1=CC=C2C(=NN(C2=C1)C)[C@@H]1C(NC(CC1)=O)=O |r| (±)-4-(3-(2,6-dioxopiperidin-3-yl)-1-methyl-1H-indazol-6-yl)piperazine-1-carboxylic acid tert-butyl ester